8-bromoadenosine-5'-monophosphate P(=O)(O)(O)OC[C@@H]1[C@H]([C@H]([C@@H](O1)N1C(=NC=2C(N)=NC=NC12)Br)O)O